FC1=C(C2=C(C(=N1)OC)N=CS2)N2CCOCC2 6-fluoro-4-methoxy-7-morpholin-4-yl-thiazolo[4,5-c]pyridin